hex-5-yn CCCCC#C